6-dodecenolactone C1(CCCCC=CCCCCCO1)=O